Tert-butyl N-[[5-chloro-2-[[(2S,4S)-2,4-dimethyl-1-piperidyl]methyl]-1H-indol-6-yl]methyl]carbamate ClC=1C=C2C=C(NC2=CC1CNC(OC(C)(C)C)=O)CN1[C@H](C[C@H](CC1)C)C